[Cl-].C(C1=CC=CC=C1)[N+](C)(C)CCCCCCCCCCCCCCCC Benzyl-Cetyl-Dimethyl-Ammonium Chloride